1,3-bis(chlorodimethylsilyl)-2,2,4,4-tetramethylcyclodisilazane Cl[Si](N1[Si](N([Si]1(C)C)[Si](C)(C)Cl)(C)C)(C)C